CN1C=C(C=2C1=NC(=CC2)CC2CC1(CN(C1)C(=O)C1CC(C1)(C)O)C2)C (6-((1,3-dimethyl-1H-pyrrolo[2,3-b]pyridin-6-yl)methyl)-2-azaspiro[3.3]hept-2-yl)((1s,3s)-3-hydroxy-3-methylcyclobutyl)methanone